N',N'-diphenyl-1H-pyrrole-2-carbohydrazide C1(=CC=CC=C1)N(NC(=O)C=1NC=CC1)C1=CC=CC=C1